C1=CC(=CC=C1[N+](=O)[O-])O p-nitrophenol sodium salt